C(C)(C)(C)OC(=O)N1C2(CC2)CN(CC1)C1=C2C=NC(=NC2=C(C=C1)C(=O)O)OC 5-(4-tert-butoxycarbonyl-4,7-diazaspiro[2.5]octan-7-yl)-2-methoxy-quinazoline-8-carboxylic acid